BrC=1C=C(C=C(C1)Cl)CC(=O)O 2-(3-bromo-5-chloro-phenyl)acetic acid